4-(trifluoromethyl)-N-(1,7,7-trimethylnorbornan-2-yl)-1H-pyrrolo[2,3-c]pyridine-2-carboxamide FC(C1=C2C(=CN=C1)NC(=C2)C(=O)NC2C1(CCC(C2)C1(C)C)C)(F)F